2-(Tetrahydrofuran-3-yl)benzyl chloride O1CC(CC1)C1=C(CCl)C=CC=C1